ethyl 4-hydroxy-1-(2-morpholinoethyl)-2-oxo-6-phenyl-1,8-naphthyridine-3-carboxylate OC1=C(C(N(C2=NC=C(C=C12)C1=CC=CC=C1)CCN1CCOCC1)=O)C(=O)OCC